N-[2-({4-[3-(4-chloro-3-methoxyphenyl)-1H-pyrrolo[3,2-b]pyridin-2-yl]pyridin-3-yl}oxy)ethyl]-N-methylprop-2-enamide ClC1=C(C=C(C=C1)C1=C(NC=2C1=NC=CC2)C2=C(C=NC=C2)OCCN(C(C=C)=O)C)OC